Cl.N=1CSC2=CNCCC21 5H,6H,7H-[1,3]thiazolo[5,4-c]pyridine hydrochloride